NC1=NC=C(C=C1O[C@H](C)C=1C=C(C=CC1)NC(C1=CC(=CC=C1)NC1C(CCCC1)O)=O)Cl N-(3-((R)-1-((2-amino-5-chloropyridin-3-yl)oxy)ethyl)phenyl)-3-((2-hydroxycyclohexyl)amino)benzamide